C(C(=O)C)OCC1CO1 acetonylglycidyl ether